CN(C(C(=O)NC=1C=C2C=CNC(C2=CC1)=O)C1=CSC=C1)C 2-(dimethylamino)-N-(1-oxo-2H-isoquinolin-6-yl)-2-thiophen-3-ylacetamide